1,2-Bis(diethylphosphino)ethane C(C)P(CCP(CC)CC)CC